OC(CNC(C=C)=O)CNC(C=C)=O N,N'-(2-hydroxypropane-1,3-diyl)diacrylamide